(rac)-3-(3-chlorophenyl)morpholine ClC=1C=C(C=CC1)[C@H]1NCCOC1 |r|